NC=1C(=NC(=C(N1)F)Br)C=1C=C2C=C(NC(C2=CC1F)=O)C 6-(3-amino-6-bromo-5-fluoropyrazin-2-yl)-7-fluoro-3-methylisoquinolin-1(2H)-one